3-(furan-2-yl)-1-(3,5,6-trimethylpyrazin-2-yl)-1H-pyrazol-5-ol O1C(=CC=C1)C1=NN(C(=C1)O)C1=NC(=C(N=C1C)C)C